C1(=CC=C2C=CC3=CC=CC4=CC=C1C2=C34)CCCC(=O)O 1-Pyrenebutyric acid